BrC1=CC(=C(CNC(=O)[C@]2(C=3C=CC=NC3[C@H](CC2)O)F)C=C1)Cl (5S,8S)-N-(4-bromo-2-chlorobenzyl)-5-fluoro-8-hydroxy-5,6,7,8-tetra-hydroquinoline-5-carboxamide